COC(/C=C/[C@@H](NC([C@@H](NC([C@@H](NC(OCC1=CC=CC=C1)=O)CC1=CC=CC2=CC=CC=C12)=O)CC(C)C)=O)C[C@H]1C(NCC1)=O)=O.N(C(=N)N)N1C(=O)NC(=O)C1 guanidinohydantoin Methyl-(5S,8S,11S,E)-8-isobutyl-5-(naphthalen-1-ylmethyl)-3,6,9-trioxo-11-(((S)-2-oxopyrrolidin-3-yl)methyl)-1-phenyl-2-oxa-4,7,10-triazatetradec-12-en-14-oate